ClC1=CC=C(C=C1)C#CC1=NN=C(S1)NC(C1=C(C=NC=C1)C1=CC=NC2=CC=CC=C12)=O N-(5-((4-chlorophenyl)ethynyl)-1,3,4-thiadiazol-2-yl)-3-(quinolin-4-yl)isonicotinamide